O1C2=C(CC1)C=C1C(OCC1)=C2PC2=C1OCCC1=CC1=C2OCC1 bis(2,3,5,6-tetrahydrobenzo[1,2-b:5,4-b']difuran-8-yl)phosphine